NC1=NC=C(C=C1O[C@H](C)C=1C=C(C=CC1Cl)NC(C1=CC(=CC=C1)S(=O)(=O)C)=O)Cl (R)-N-(3-(1-((2-amino-5-chloropyridin-3-yl)oxy)ethyl)-4-chlorophenyl)-3-(methylsulfonyl)benzamide